(3S,4S)-4-(3-bromo-5-chloro-1-methyl-pyrazol-4-yl)-N-(2,3-difluorophenyl)-1-methyl-2-oxo-pyrrolidine-3-carboxamide BrC1=NN(C(=C1[C@@H]1[C@H](C(N(C1)C)=O)C(=O)NC1=C(C(=CC=C1)F)F)Cl)C